Ethyl 2-chloro-4-fluoro-5-nitrobenzoate ClC1=C(C(=O)OCC)C=C(C(=C1)F)[N+](=O)[O-]